tert-Butyl ((1-(6-amino-5-((3-amino-2-chlorophenyl)thio)pyrazin-2-yl)pyrrolidin-3-yl)methyl)carbamate NC1=C(N=CC(=N1)N1CC(CC1)CNC(OC(C)(C)C)=O)SC1=C(C(=CC=C1)N)Cl